di(n-butyl)cyclobutane aluminum-hafnium oxygen [O].[Hf].[Al].C(CCC)C1(CCC1)CCCC